Cl.CC1(NCCC2=C1SC=C2C(=O)OCC)C ethyl 7,7-dimethyl-4,5,6,7-tetrahydrothieno[2,3-c]pyridine-3-carboxylate hydrochloride